OC[C@@H](CC(C)C)NC1=NC(=NC(=N1)C[C@H](C)C1=CC=CC=C1)NS(=O)(=O)C |o1:15| N-(4-(((R)-1-Hydroxy-4-methylpentan-2-yl)amino)-6-((S*)-2-phenylpropyl)-1,3,5-triazin-2-yl)methanesulfonamide